4-(3-nitrophenyl)aniline [N+](=O)([O-])C=1C=C(C=CC1)C1=CC=C(N)C=C1